phenylacetate (phenyl acetate) C1(=CC=CC=C1)CC(=O)O.C1(=CC=CC=C1)CC(=O)O